C(C)(C)(C)OC(N(C)C1CCN(CC1)C1=CC=CC=2N(C(N(C21)C)=O)C2C(NC(CC2)=O)=O)=O N-[1-[1-(2,6-dioxo-3-piperidinyl)-3-methyl-2-oxo-benzimidazol-4-yl]-4-piperidinyl]-N-methyl-carbamic acid tert-butyl ester